N4-(2,4-dimethoxybenzyl)-2-(fluoromethyl)pyrimidine-4,6-diamine COC1=C(CNC2=NC(=NC(=C2)N)CF)C=CC(=C1)OC